(4-bromo-6-fluoro-2-methyl-2,3-dihydro-1H-isoindol-5-yl)(2-chloro-5-fluorophenyl)methanone BrC1=C2CN(CC2=CC(=C1C(=O)C1=C(C=CC(=C1)F)Cl)F)C